calcium α-ketoglutarate monohydrate O.O=C(C(=O)[O-])CCC(=O)[O-].[Ca+2]